C(#N)[C@H](C[C@H]1C(NCC1)=O)NC(=O)[C@@H]1[C@H]2C([C@H]2CN1C(CNC(=O)C1CCCCC1)=O)(C)C (1R,2S,5S)-N-[(1S)-1-cyano-2-[(3S)-2-oxopyrrolidin-3-yl]ethyl]-3-[2-(cyclohexanecarbonylamino)acetyl]-6,6-dimethyl-3-azabicyclo[3.1.0]hexane-2-carboxamide